(R)-2-allyl ethylene oxide C(C=C)[C@@H]1CO1